N1C=CC=C1C#N pyrrole-5(1H)-carbonitrile